O=C1NC(CCC1C1=CC=C(C=C1)N1CCC(CC1)(C=O)F)=O 1-[4-(2,6-dioxo-3-piperidinyl)phenyl]-4-fluoropiperidine-4-carbaldehyde